N1(N=CC=C1)C[C@H]1N(C[C@@H](C1)NC(=O)C=1OC(=CN1)C1=CC(=CC=C1)C#N)C(=O)OC(C)(C)C tert-butyl (2S,4R)-2-((1H-pyrazol-1-yl)methyl)-4-(5-(3-cyanophenyl)oxazole-2-carboxamido)pyrrolidine-1-carboxylate